FC(COC1=CC=C(C=N1)C=1N=CC(=NC1)NN)(F)F [5-[6-(2,2,2-trifluoroethoxy)-3-pyridyl]pyrazin-2-yl]hydrazine